COC(=O)C1=CC(=C(C2=CNN=C12)OC)C=1CCOCC1 5-(3,6-dihydro-2H-pyran-4-yl)-4-methoxy-2H-indazole-7-carboxylic acid methyl ester